ONC(C)C hydroxyisopropyl-Amine